CC1OC2=C(C1)C(=CC=C2)C(C)=O 1-(2-methyl-2,3-dihydrobenzofuran-4-yl)ethan-1-one